CN(C1C[C@H]2CC[C@@H](C1)N2C(=O)OC(C)(C)C)C=2N=NC(=CC2)C=2C=CC(=C1C=NNC21)C=2C=NN(C2)C tert-butyl (1R,3r,5S)-3-(methyl(6-(4-(1-methyl-1H-pyrazol-4-yl)-1H-indazol-7-yl)-pyridazin-3-yl)-amino)-8-azabicyclo[3.2.1]octane-8-carboxylate